FC=1C=C(C=C(C1)F)C=1N(N=C2[C@@H](N(CCC21)C(=O)C2=NN(C=N2)C2=CC(=NC=C2)O)C)C [(7S)-3-(3,5-difluorophenyl)-2,7-dimethyl-5,7-dihydro-4H-pyrazolo[3,4-c]pyridin-6-yl]-[1-(2-hydroxy-4-pyridyl)-1,2,4-triazol-3-yl]methanone